1-{5-chloro-2-[4-methyl-3-(4-methyl-piperazin-1-yl)-phenylamino]-pyrimidin-4-yl}-1H-indole-3-carboxamide ClC=1C(=NC(=NC1)NC1=CC(=C(C=C1)C)N1CCN(CC1)C)N1C=C(C2=CC=CC=C12)C(=O)N